ClC=1C=NC=C(C(=O)NCC2=CC=C(C=C2)C(=O)NNCCCCCOCCCCC)C1 5-chloro-N-(4-(2-(5-(pentyloxy)pentyl)hydrazine-1-carbonyl)benzyl)nicotinamide